ClC1=NC=CN=C1\C(=C\[Si](C)(C)C)\C1=CC=C(C=C1)F (E)-2-chloro-3-(1-(4-fluorophenyl)-2-(trimethylsilyl)vinyl)pyrazine